N-[5-cyclopropyl-1-(quinolin-5-yl)piperidin-3-yl]carbamic acid tert-butyl ester C(C)(C)(C)OC(NC1CN(CC(C1)C1CC1)C1=C2C=CC=NC2=CC=C1)=O